4-(benzo[b]thiophen-3-yl)-1,2,5-thiadiazol-3-ol S1C2=C(C(=C1)C=1C(=NSN1)O)C=CC=C2